ClC1=NSC(=N1)C1=NN=C2N1CCN([C@@H]2C)C(=O)C2=CC(=C(C(=C2)F)F)F (R)-(3-(3-Chloro-1,2,4-thiadiazol-5-yl)-8-methyl-5,6-dihydro-[1,2,4]triazolo[4,3-a]pyrazin-7(8H)-yl)(3,4,5-trifluorophenyl)methanone